BrCCCCCCCCCCO[Si](C)(C)C(C)(C)C ((10-bromodecyl)oxy)(tert-butyl)dimethylsilane